(Z)-3-hex-enal C(C\C=C/CC)=O